BrC1=CC=2NC([C@H]3N(C2C=C1)CCC(C3)F)=O (6aS)-3-bromo-8-fluoro-7,8,9,10-tetrahydro-5H-pyrido[1,2-a]quinoxalin-6(6aH)-one